5,6-Dimethoxyindan-1,3-dion COC=1C=C2C(CC(C2=CC1OC)=O)=O